NC=1C(=NC(=CN1)Br)OC(C)C=1C(=C(C(=O)OC(C)(C)C)C=CC1Cl)Cl t-butyl 3-(1-(3-amino-6-bromopyrazin-2-yloxy) ethyl)-2,4-dichlorobenzoate